5-(8-Amino-6-(trifluoromethyl)imidazo[1,2-a]pyrazin-3-yl)-2-isopropylisoindolin-1-one trifluoroacetate salt FC(C(=O)O)(F)F.NC=1C=2N(C=C(N1)C(F)(F)F)C(=CN2)C=2C=C1CN(C(C1=CC2)=O)C(C)C